10-(5-bromopyridin-2-yl)-10H-phenoxazine BrC=1C=CC(=NC1)N1C2=CC=CC=C2OC=2C=CC=CC12